({7-[1-(1-Ethoxyethyl)pyrazol-4-yl]-8-isopropoxy-[1,2,4]triazolo[1,5-c]pyrimidin-2-yl}amino)piperidine-1-sulfonyl chloride C(C)OC(C)N1N=CC(=C1)C1=C(C=2N(C=N1)N=C(N2)NC2N(CCCC2)S(=O)(=O)Cl)OC(C)C